NC1=C2C(=NC(=N1)Cl)N(N=C2)CC=2C=CC(=C(C2)CCN2C(C=CC(=C2)CO)=O)OC 1-(5-((4-amino-6-chloro-1H-pyrazolo[3,4-d]pyrimidin-1-yl)methyl)-2-methoxyphenylethyl)-5-(hydroxymethyl)pyridin-2(1H)-one